COC1=CC=C(C=C1)C=1C=NN(C1)C=1C=CC(N(C1)CCC)=O 5-(4-(4-methoxyphenyl)-1H-pyrazol-1-yl)-1-propylpyridin-2(1H)-one